N-((S)-(4,4-difluorocyclohexyl)(7-fluoro-5-((S)-2-methoxy-1-((S)-2-oxo-4-(trifluoromethyl)imidazolidin-1-yl)ethyl)benzo[d]oxazol-2-yl)methyl)-4-methyl-1,2,5-oxadiazole-3-carboxamide FC1(CCC(CC1)[C@H](NC(=O)C1=NON=C1C)C=1OC2=C(N1)C=C(C=C2F)[C@@H](COC)N2C(N[C@@H](C2)C(F)(F)F)=O)F